3-(1-(methyl-d3)pyrrolidin-3-yl)-1H-indol-4-yl dihydrogen phosphate P(=O)(OC1=C2C(=CNC2=CC=C1)C1CN(CC1)C([2H])([2H])[2H])(O)O